6-((diphenylmethylene)amino)-N-(4-fluoro-2,6-dimethylbenzyl)-2,3-dimethylimidazo[1,2-a]pyridin-8-amine C1(=CC=CC=C1)C(C1=CC=CC=C1)=NC=1C=C(C=2N(C1)C(=C(N2)C)C)NCC2=C(C=C(C=C2C)F)C